diphenylmethylene(cyclopentadienyl)(2,7-dimethyl-3,6-di-t-butylfluorenyl)zirconium dichloride [Cl-].[Cl-].C1(=CC=CC=C1)C(C1=CC=CC=C1)=[Zr+2](C1=C(C(=CC=2C3=CC(=C(C=C3CC12)C)C(C)(C)C)C(C)(C)C)C)C1C=CC=C1